CC=1C=CC(=NC1C1=C2C=CC=NC2=CC=C1)C(=O)NC1=CC(=NC=C1)C(F)(F)F 5-methyl-6-(quinolin-5-yl)-N-(2-(trifluoromethyl)pyridin-4-yl)picolinamide